7-Ethyl-1,2,3,7-tetrahydrochromen C(C)C1C=CC2=CCCOC2=C1